5-ethyl-N-[(2S,4R)-2-methylpiperidin-4-yl]1,2-thiazole-3-carboxamide hydrochloride Cl.C(C)C1=CC(=NS1)C(=O)N[C@H]1C[C@@H](NCC1)C